NC1=C(C(N(C(=N1)N1CCC2(CC1)[C@@H](C1=CC=CC=C1C2)N)C)=O)SC2=CC(=NC=C2)C(F)F (S)-6-amino-2-(1-amino-1,3-dihydrospiro[indene-2,4'-piperidine]-1'-yl)-5-((2-(difluoromethyl)pyridine-4-yl)thio)-3-methylpyrimidin-4(3H)-one